3'-O-[2-(6-(tert-butoxycarbonylamino)-hexanamido)-2-phenylacetyl]-2'-deoxyuridine C(C)(C)(C)OC(=O)NCCCCCC(=O)NC(C(=O)O[C@H]1C[C@@H](O[C@@H]1CO)N1C(=O)NC(=O)C=C1)C1=CC=CC=C1